C12CN(CC(O1)C2)C=2N=NC1=CC=CC=C1C2N (6-oxa-3-azabicyclo[3.1.1]Heptan-3-yl)cinnolin-4-amine